C(C)(C)(C)OC(=O)N1C2CN(CC1CC2)C=2C(=NC=C(C2)Cl)C 3-(5-chloro-2-methylpyridin-3-yl)-3,8-diazabicyclo[3.2.1]octane-8-carboxylic acid tert-butyl ester